CC1=C(N=C2N(C1=O)C=C(C=C2[C@@H](C)NC2=C(C(=O)O)C=CC=C2)C)N2CC1C3CCC(C1C2)CC3 2-(((1R)-1-(3,7-dimethyl-2-(octahydro-2H-4,7-ethanoisoindol-2-yl)-4-oxo-4H-pyrido[1,2-a]pyrimidin-9-yl)ethyl)amino)benzoic acid